1-(4-{1-[(tert-butyldimethylsilyl)oxy]cyclopropyl}pyridin-2-yl)-N-(6-methoxy-1-methylindazol-7-yl)-N-{[2-(trimethylsilyl)ethoxy]methyl}pyrazole-4-sulfonamide [Si](C)(C)(C(C)(C)C)OC1(CC1)C1=CC(=NC=C1)N1N=CC(=C1)S(=O)(=O)N(COCC[Si](C)(C)C)C=1C(=CC=C2C=NN(C12)C)OC